The molecule is a symmetrical C3 cyanine dye having 1-ethylnaphtho[1,2-d][1,3]thiazol-2-yl groups at each end. It has a role as a fluorochrome. It is a cyanine dye and an organic cation. CCN1/C(=C/C(=C/C2=[N+](C3=C(S2)C=CC4=CC=CC=C43)CC)/C)/SC5=C1C6=CC=CC=C6C=C5